2-Cyclopropyl-N7-(1,1-dioxo-3,4-dihydro-2H-thiochromen-4-yl)-5-methyl-pyrazolo[1,5-a]pyrimidine-3,7-dicarboxamide C1(CC1)C1=NN2C(N=C(C=C2C(=O)NC2CCS(C3=CC=CC=C23)(=O)=O)C)=C1C(=O)N